CC([C@@H](C(NC)=O)NC(=O)C=1C=2C[C@@H]3[C@H](C2N(N1)C1=C(C=C(C=C1)F)F)C3)(C)C (1aR,5aR)-2-(2,4-Difluorophenyl)-1a,2,5,5a-tetrahydro-1H-2,3-diaza-cyclopropa[a]pentalene-4-carboxylic acid ((S)-2,2-dimethyl-1-methylcarbamoyl-propyl)-amide